Cl.ClC(C)C=1N=C2N(C=CC=C2)C1 (1-chloroethyl)imidazo[1,2-a]pyridine hydrochloride